C(C(=C)C)(=O)[O-].[Hf+4].C(C(=C)C)(=O)[O-].C(C(=C)C)(=O)[O-].C(C(=C)C)(=O)[O-] Hafnium methacrylate